1-isopropyl-N-(5-morpholinoquinolin-8-yl)-1H-imidazole-5-sulfonamide C(C)(C)N1C=NC=C1S(=O)(=O)NC=1C=CC(=C2C=CC=NC12)N1CCOCC1